ClC=1C(=NC(=NC1)N[C@H]1[C@@H]([C@@H]2CO[C@H](C1)O2)O)C=2C=C(C1=C(N(C(=N1)[C@H](C)O)C(C)C)C2)F (1S,2S,3R,5S)-3-((5-chloro-4-(4-fluoro-2-((S)-1-hydroxyethyl)-1-isopropyl-1H-benzo[d]imidazol-6-yl)pyrimidin-2-yl)amino)-6,8-dioxabicyclo[3.2.1]octan-2-ol